4-(4-((1S,7R)-2-oxa-6-azabicyclo[5.1.0]octan-6-yl)-8-fluoro-2-((1-(morpholinomethyl)cyclopropyl)methoxy)pyrido[4,3-d]pyrimidin-7-yl)-5-ethynyl-6-fluoronaphthalen-2-ol [C@H]12OCCCN([C@@H]2C1)C=1C2=C(N=C(N1)OCC1(CC1)CN1CCOCC1)C(=C(N=C2)C2=CC(=CC1=CC=C(C(=C21)C#C)F)O)F